C(C)OC([C@H](CC)OC1=C(C=C(C=C1)Br)C1=NOCC1OCCCC)=O Ethyl-(2S)-2-[4-bromo-2-(4-butoxy-4,5-dihydroisoxazol-3-yl)phenoxy]butanoat